tert-butyl (1R,3s,5S)-3-((6-chloropyrazin-2-yl)oxy)-9-azabicyclo[3.3.1]nonane-9-carboxylate ClC1=CN=CC(=N1)OC1C[C@H]2CCC[C@@H](C1)N2C(=O)OC(C)(C)C